tris(4-trifluoromethyl-2,3,5,6-tetrafluorobenzene) aluminum [Al].FC(C1=C(C(=CC(=C1F)F)F)F)(F)F.FC(C1=C(C(=CC(=C1F)F)F)F)(F)F.FC(C1=C(C(=CC(=C1F)F)F)F)(F)F